5-(1-methyl-1H-pyrazol-4-yl)-2-oxo-1,2-dihydropyridine-3-carboxylic acid CN1N=CC(=C1)C=1C=C(C(NC1)=O)C(=O)O